NC1=NC=2C=CC(=CC2C2=C1C=NN2C)C(=O)N(N(C(=O)C=2OC=CN2)C)CC2=NC=C(C=C2)C(F)(F)F N'-(4-amino-1-methyl-1H-pyrazolo[4,3-c]quinoline-8-carbonyl)-N-methyl-N'-((5-(trifluoromethyl)pyridin-2-yl)methyl)oxazole-2-carbohydrazide